(E)-3-(4-(fluoromethoxy)-3-methoxyphenyl)acrylic acid FCOC1=C(C=C(C=C1)/C=C/C(=O)O)OC